2-[[4-[1-(2-trimethylsilylethoxymethyl)pyrrolo[2,3-b]pyridin-5-yl]triazol-1-yl]methyl]imidazo[1,2-a]pyridine-6-carbaldehyde C[Si](CCOCN1C=CC=2C1=NC=C(C2)C=2N=NN(C2)CC=2N=C1N(C=C(C=C1)C=O)C2)(C)C